N[C@@H](C(=O)OC)CC=1C(=NC(=CC1)Cl)Cl methyl (R)-2-amino-3-(2,6-dichloropyridin-3-yl)propanoate